(2R,3S)-3-(1,1-dioxidoisothiazolidin-2-yl)-2-methylazetidine-1-carboxylic acid tert-butyl ester C(C)(C)(C)OC(=O)N1[C@@H]([C@H](C1)N1S(CCC1)(=O)=O)C